1-(Imidazo[1,2-a]pyrazin-3-ylmethyl)-3-methyl-N-(3-(4-methyl-1H-imidazol-1-yl)-5-(trifluoromethyl)phenyl)indolin-6-carboxamid N=1C=C(N2C1C=NC=C2)CN2CC(C1=CC=C(C=C21)C(=O)NC2=CC(=CC(=C2)C(F)(F)F)N2C=NC(=C2)C)C